BrC=1C=CC(=C(C(=O)OC)C1)S(=O)(=O)C methyl 5-bromo-2-(methylsulfonyl)benzoate